C(CC)(=O)[O-].C(C)(=O)OCC[N+](C)(C)C Acetylcholine propionate